C1(CC1)N1N=C(N=C1[C@@H]1C[C@H](CC1)C1OCCCNC1)C1=NC(=CC=C1)C(F)(F)F ((1S,3S)-3-(1-cyclopropyl-3-(6-(trifluoromethyl)pyridin-2-yl)-1H-1,2,4-triazol-5-yl)cyclopentyl)-1,4-oxaazepane